(1R,3S)-3-(3-{[(5-chloro-6-methylpyridin-2-yl)-acetyl]amino}-1H-pyrazol-5-yl)cyclopentyl propan-2-ylcarbamate CC(C)NC(O[C@H]1C[C@H](CC1)C1=CC(=NN1)NC(CC1=NC(=C(C=C1)Cl)C)=O)=O